N1CC(CC1)C#N pyrrolidin-3-carbonitrile